1-(1,3-benzodioxol-5-ylmethyl)-5-(4-fluorophenyl)-3-hydroxy-4-(phenylsulfonyl)-1,5-dihydro-2H-pyrrol-2-one O1COC2=C1C=CC(=C2)CN2C(C(=C(C2C2=CC=C(C=C2)F)S(=O)(=O)C2=CC=CC=C2)O)=O